N-[4-[[4-(Benzenesulfonamidomethyl)triazol-1-yl]methyl]phenyl]-2-(hydroxycarbamoyl)-4-methyl-pentanamide C1(=CC=CC=C1)S(=O)(=O)NCC=1N=NN(C1)CC1=CC=C(C=C1)NC(C(CC(C)C)C(NO)=O)=O